(S)-4-nitrophenyl ((2-(2,7-dioxoazepan-3-yl)-1-oxoisoindolin-4-yl)methyl)carbamate O=C1NC(CCC[C@@H]1N1C(C2=CC=CC(=C2C1)CNC(OC1=CC=C(C=C1)[N+](=O)[O-])=O)=O)=O